(S)-tert-butyl (2-(dimethylamino)ethyl)(1-(5-(7-methoxy-2-methylquinolin-6-yl)-1-((2-(trimethylsilyl)ethoxy)methyl)-1H-imidazol-2-yl)-7-oxononyl)carbamate CN(CCN(C(OC(C)(C)C)=O)[C@@H](CCCCCC(CC)=O)C=1N(C(=CN1)C=1C=C2C=CC(=NC2=CC1OC)C)COCC[Si](C)(C)C)C